N-(4-((2,5-dichloropyrimidin-4-yl)amino)-3-methoxyphenyl)acetamide tert-butyl-N-[2-[2-[2-[2-(2-aminoethoxy)-ethoxy]-ethoxy]ethoxy]-ethyl]carbamate C(C)(C)(C)OC(NCCOCCOCCOCCOCCN)=O.ClC1=NC=C(C(=N1)NC1=C(C=C(C=C1)NC(C)=O)OC)Cl